COC(C1=NC(=CC=C1)C(NOCC1=CC=CC=C1)=O)=O methyl-6-((benzyloxy)carbamoyl)picolinate